N-(bis(2-(trifluoromethyl)phenyl)phosphaneyl)-N-methyl-1,1-bis(3-(tributylsilyl)phenyl)phosphanamine FC(C1=C(C=CC=C1)P(N(P(C1=CC(=CC=C1)[Si](CCCC)(CCCC)CCCC)C1=CC(=CC=C1)[Si](CCCC)(CCCC)CCCC)C)C1=C(C=CC=C1)C(F)(F)F)(F)F